N4-benzyl-6-chloro-2-propylsulfanyl-pyrimidine-4,5-diamine C(C1=CC=CC=C1)NC1=NC(=NC(=C1N)Cl)SCCC